(2R,3R)-N-(benzylsulfonyl)-3-methoxy-2-methyl-3-((S)-pyrrolidin-2-yl)propanamide C(C1=CC=CC=C1)S(=O)(=O)NC([C@@H]([C@H]([C@H]1NCCC1)OC)C)=O